5-(2-((2-(1H-indol-3-yl)ethyl)amino)pyridin-4-yl)-1H-indazol-3-amine N1C=C(C2=CC=CC=C12)CCNC1=NC=CC(=C1)C=1C=C2C(=NNC2=CC1)N